C(C)O[C@@H]1C[C@@H](N(C1)C(=O)OCC1=CC=CC=C1)CO Benzyl (2R,4R)-4-ethoxy-2-(hydroxymethyl)pyrrolidine-1-carboxylate